(E)-2-(methoxyimino)-3-(4-(trifluoromethoxy)phenyl)propanoic acid CO\N=C(\C(=O)O)/CC1=CC=C(C=C1)OC(F)(F)F